[Cl-].ClC=1C=C(C=C(C1)Cl)C=1OC2=C(N1)C=CC(=C2)C(=O)OCC[N+](C)(C)C 2-((2-(3,5-dichlorophenyl)benzo[d]oxazole-6-carbonyl)oxy)-N,N,N-trimethylethanaminium chloride